(1R,2S)-2-methylcyclopropane-1-carboxylic acid C[C@@H]1[C@@H](C1)C(=O)O